FC1=C(C(=O)N2CCC(CC2)CNC2N(C=C(C=N2)C(=O)O)O)C=C(C=C1)CC1=NNC(C2=CC=CC=C12)=O (1-((2-fluoro-5-((4-oxo-3,4-dihydro-phthalazin-1-yl)methyl)benzoyl)piperidine-4-yl)methylamino)-N-hydroxypyrimidine-5-carboxylic acid